C(CC)N(C(O[C@H]1C[C@H](CC1)C1=CC(=NN1)NC(CC1=CC=NO1)=O)=O)CCC (1R,3S)-3-{3-[(1,2-oxazol-5-ylacetyl)amino]-1H-pyrazol-5-yl}cyclopentyl dipropylcarbamate